OC=1C2=C(NC(CC1C(=O)OC)=O)C=C(C=C2)C Methyl 5-hydroxy-8-methyl-2-oxo-2,3-dihydro-1H-benzo[b]azepine-4-carboxylate